Cl.Cl.C1(CC1)C#CC1=CC=CC(=N1)CC1NCCC1NS(=O)(=O)CC N-(2-((6-(cyclopropylethynyl)pyridin-2-yl)methyl)pyrrolidin-3-yl)-ethanesulfonamide dihydrochloride